BrC=1C=CC(=NC1)N1C[C@H]2N(CC1)C[C@@H](C2)O (7R,8aS)-2-(5-Bromopyridin-2-yl)octahydropyrrolo[1,2-a]pyrazin-7-ol